CC=1N=CN(C1)C1=CC(=NC(=C1)NCC1=NC=CC(=C1)C1=CC=CC=C1)CN1C[C@H](CCC1)NC(OC(C)(C)C)=O tert-butyl (S)-(1-((4-(4-methyl-1H-imidazol-1-yl)-6-(((4-phenylpyridin-2-yl)methyl) amino) pyridin-2-yl)methyl)piperidin-3-yl)carbamate